(R)-N,N-dimethyl-2-((1-(4-propionamidobenzoyl)pyrrolidin-3-yl)amino)quinazoline-7-carboxamide CN(C(=O)C1=CC=C2C=NC(=NC2=C1)N[C@H]1CN(CC1)C(C1=CC=C(C=C1)NC(CC)=O)=O)C